benzopyrano[4,3-c]pyrazole N=1N=CC=2C1C1=C(OC2)C=CC=C1